Cl.N1=CC(=CC=C1)OCC(=O)NC1=CC=C(C=C1)N1C2=C(NC(CC1=O)=O)C1=CC=CC=C1C=C2 5-[4-[2-[(Pyridin-3-yl)oxy]acetylamino]phenyl]-1H-naphtho[1,2-b][1,4]diazepine-2,4(3H,5H)dione hydrochloride